5ξ-cholestane-3-yl-2,4-diaminophenyl ether CC(C)CCC[C@@H](C)[C@H]1CC[C@H]2[C@@H]3CCC4CC(CC[C@]4(C)[C@H]3CC[C@]12C)C=1C(=C(C=CC1N)OC1=C(C(=C(C=C1)N)C1CC2CC[C@H]3[C@@H]4CC[C@H]([C@@H](CCCC(C)C)C)[C@]4(CC[C@@H]3[C@]2(CC1)C)C)N)N